3-(2-hydroxypropan-2-yl)piperidine-1-carboxylic acid tert-butyl ester C(C)(C)(C)OC(=O)N1CC(CCC1)C(C)(C)O